C(C(=C)C)(=O)OCCC[Si](OCCOC)(OCCOC)OCCOC (gamma-methacryloxypropyl)tris(methoxyethoxy)silane